3-[5-(4-Aminopiperidin-1-yl)-6-(3-fluoro-5-methylphenyl)-1,8-naphthyridin-3-yl]-2-hydroxybenzonitril NC1CCN(CC1)C1=C2C=C(C=NC2=NC=C1C1=CC(=CC(=C1)C)F)C=1C(=C(C#N)C=CC1)O